3-(2-methoxyethyl)-1-(2-(piperidin-1-yl)ethyl)quinazoline-2,4(1H,3H)-dione COCCN1C(N(C2=CC=CC=C2C1=O)CCN1CCCCC1)=O